FC=1C=NC=CC1CCCOC=1C=C2C(NC(=NC2=CC1)C=1C=C2C(=CN1)SC=C2)=O 6-[3-(3-fluoro-pyridin-4-yl)-propoxy]-2-thieno[2,3-c]pyridin-5-yl-3H-quinazolin-4-one